1-((2R,3R,4S,5R)-3,4-dihydroxy-5-(hydroxymethyl)tetrahydrofuran-2-yl)-1H-1,2,4-triazole-3-carboxamidine O[C@H]1[C@@H](O[C@@H]([C@H]1O)CO)N1N=C(N=C1)C(=N)N